C(C(C)C)(=O)NC=1NC(C=2NC=NC2N1)=O N2-Isobutyryl-guanine